C1(=CC=CC=C1)C1=CC=CC=C1 1,6-biphenyl